NC12[C@H](OC(C1)(C2)C)C2=NC=1C(=NC=CC1C1CCN(CC1)C(=O)C1=C(C=C(C=C1)OC(F)(F)F)N)N2 [4-[2-[(3S)-4-amino-1-methyl-2-oxabicyclo[2.1.1]hexan-3-yl]-3H-imidazo[4,5-b]pyridin-7-yl]-1-piperidyl]-[2-amino-4-(trifluoromethoxy)phenyl]methanone